N4-(2-fluoro-5-nitrophenyl)-N2-(1-methyl-1H-pyrazol-4-yl)-5-(thiazol-5-yl)pyrimidine-2,4-diamine FC1=C(C=C(C=C1)[N+](=O)[O-])NC1=NC(=NC=C1C1=CN=CS1)NC=1C=NN(C1)C